dibenzyl-[(2-chloro-1,3-thiazol-4-yl)methyl]amine C(C1=CC=CC=C1)N(CC=1N=C(SC1)Cl)CC1=CC=CC=C1